FC(C=1C=CC(=NC1)C(C)N1C[C@@H](N(C[C@H]1C)C=1C=2N=C(N(C2N(C(N1)=O)C)C)CC#N)C)F 2-(6-((2S,5R)-4-(1-(5-(difluoromethyl)pyridin-2-yl)ethyl)-2,5-dimethylpiperazin-1-yl)-3,9-dimethyl-2-oxo-3,9-dihydro-2H-purin-8-yl)acetonitrile